CN1C(=NN=C1C1=NC=NC=C1)CNC=1C=C(C(=O)N[C@@H](C)C=2C=C(OCCCCCOCCCOCC(=O)OC)C=CC2)C=CC1 (S)-methyl 2-(3-((5-(3-(1-(3-(((4-methyl-5-(pyrimidin-4-yl)-4H-1,2,4-triazol-3-yl)methyl)amino)benzamido)ethyl)phenoxy)pentyl)oxy)propoxy)acetate